1-methyl-3-((5-(1-methyl-1H-benzo[d][1,2,3]triazol-6-yl)pyrrolo[2,1-f][1,2,4]triazin-2-yl)amino)cyclobutan-1-ol CC1(CC(C1)NC1=NN2C(C=N1)=C(C=C2)C=2C=CC1=C(N(N=N1)C)C2)O